N-[(6-Amino-2-pyridyl)sulfonyl]-6-(3-fluoro-5-isopropoxyphenyl)-2-(2,2,4-trimethylpyrrolidin-1-yl)pyridin-3-carboxamid NC1=CC=CC(=N1)S(=O)(=O)NC(=O)C=1C(=NC(=CC1)C1=CC(=CC(=C1)OC(C)C)F)N1C(CC(C1)C)(C)C